ClC=1C=CC(=NC1)OC=1C=CC(=C(C1)NC(=O)[C@H]1N(C(CC1)=O)C)OC (S)-N-(5-((5-Chloropyridin-2-yl)oxy)-2-methoxyphenyl)-1-methyl-5-oxo-pyrrolidine-2-carboxamide